(S)-2-(4-bromobenzyl)-1,4,7,10-tetraazacyclododecane BrC1=CC=C(C[C@@H]2NCCNCCNCCNC2)C=C1